N-cyclohexyl-5-(3-(4-fluorophenoxy)prop-1-yn-1-yl)-1H-pyrrolo[2,3-b]Pyridin-4-amine C1(CCCCC1)NC=1C2=C(N=CC1C#CCOC1=CC=C(C=C1)F)NC=C2